BrC1=C2C=NN(C2=CC=C1)C1=CC(=C(C=N1)CN(C(OC(C)(C)C)=O)CCO)OC tert-butyl ((6-(4-bromo-1H-indazol-1-yl)-4-methoxypyridin-3-yl)methyl)(2-hydroxyethyl)carbamate